4-((3,5-Difluoropyridin-4-yl)ethynyl)aniline FC=1C=NC=C(C1C#CC1=CC=C(N)C=C1)F